ethyl (S)-1-((2-oxo-4-(o-tolyl)-2H-chromen-7-yl)-D-alanyl)piperidine-3-carboxylate O=C1OC2=CC(=CC=C2C(=C1)C1=C(C=CC=C1)C)N[C@H](C)C(=O)N1C[C@H](CCC1)C(=O)OCC